tert-butyl 5-(2-amino-2-oxoethyl)-3-chloro-6-fluoro-1H-indole-1-carboxylate NC(CC=1C=C2C(=CN(C2=CC1F)C(=O)OC(C)(C)C)Cl)=O